OC12CCN(C1=NC1=CSC=C1C2=O)C2=CC=CC=C2 7-hydroxy-4-phenyl-11-thia-2,4-diazatricyclo[7.3.0.03,7]dodeca-1(12),2,9-trien-8-on